C1CCC2=C(C=3CCCC3C=C12)NC(=O)N=[S@](=O)(N)C=1C=C2C=NN(C2=CC1)C (R)-N'-((1,2,3,5,6,7-hexahydro-s-indacen-4-yl)carbamoyl)-1-methyl-1H-indazole-5-sulfonimidamide